P(=O)(O)(O)[O-].[Na+].P(=O)(O)([O-])[O-].[Na+].[Na+].C1=CC(=CC=2OC3=CC=CC=C3NC12)CN(C(CN1CCN(CC1)C)=O)O N-((10H-phenoxazin-3-yl)methyl)-N-hydroxy-2-(4-methylpiperazin-1-yl)acetamide disodium hydrogen phosphate sodium dihydrogen phosphate